Z-2-chloro-1,1,1,4,4,4-hexafluorobutene Cl\C(\C(F)(F)F)=C/C(F)(F)F